[B].[Fe].[Pr].[Ce] cerium praseodymium iron boron